(1R)-1-(3-(difluoromethyl)-2-fluorophenyl)ethane-1-amine FC(C=1C(=C(C=CC1)[C@@H](C)N)F)F